BrC1=CC=C(C=C1)C=1C(=NC2(N1)CCN(CC2)C)/C=C/C=2OC(=NN2)C=2C=NC1=CC=CC=C1C2 (E)-2-(2-(3-(4-bromophenyl)-8-methyl-1,4,8-triazaspiro[4.5]dec-1,3-dien-2-yl)vinyl)-5-(quinolin-3-yl)-1,3,4-oxadiazole